C(C1=CC=CC=C1)[N+](=CCCC1=C(C=C(C=C1)CC(C)C)C)[O-] N-benzyl-3-(4-isobutyl-2-methylphenyl)propane-1-imine oxide